Bicyclo[2.2.1]heptane-2,3-dicarboxylic acid C12C(C(C(CC1)C2)C(=O)O)C(=O)O